BrC1=CC(=C(C=C1)F)[N+](=O)[O-] 4-bromo-1-fluoro-2-nitro-benzene